3,3',4,4'-biphenyltetracarboxylic acid C1(=CC(=C(C=C1)C(=O)O)C(=O)O)C1=CC(=C(C=C1)C(=O)O)C(=O)O